FC1=CC=C(C=C1)C(=O)N1[C@@H](C=2N(CC1)C(=NN2)C2=NN1C(C=CC=C1)=C2F)C (R)-(4-Fluorophenyl)(3-(3-fluoropyrazolo[1,5-a]pyridin-2-yl)-8-methyl-5,6-dihydro-[1,2,4]Triazolo[4,3-a]pyrazin-7(8H)-yl)methanone